5-chloro-3-isopropoxy-1-(tetrahydro-2H-pyran-2-yl)-1H-pyrazolo[4,3-b]pyridine ClC1=CC=C2C(=N1)C(=NN2C2OCCCC2)OC(C)C